8-(4-azidobutyl)-2,3,6,11,12-pentakis(pentyloxy)triphenylene N(=[N+]=[N-])CCCCC=1C=C(C=C2C=3C=C(C(=CC3C3=C(C(=CC=C3C12)OCCCCC)OCCCCC)OCCCCC)OCCCCC)OCCCCC